C(OCC([C@H](C[C@H]1C(NCCC1)=O)NC([C@H](CC(C)C)NC(C(=O)NC1=C(C=CC=C1)F)=O)=O)=O)(OC(C)C)=O (S)-3-((S)-2-(2-((2-fluorophenyl)amino)-2-oxoacetamido)-4-methylpentanamido)-2-oxo-4-((S)-2-oxopiperidin-3-yl)butyl isopropyl carbonate